NCCCN(CCCNC1=CC(=NC2=CC=CC=C12)C1=CC=C(C=C1)N1CCN(CC1)C(=O)OC(C)(C)C)C tert-butyl 4-(4-(4-((3-((3-aminopropyl)(methyl)amino)propyl)amino) quinolin-2-yl)phenyl)piperazine-1-carboxylate